COC1=C(C=CC(=C1)OC)CNC=1N=CC2=C(N1)N(C(C(=C2)N2CCNC1=C(C=CC=C21)C)=O)C2CCC(CC2)OC 2-[(2,4-dimethoxyphenyl)methylamino]-8-(4-methoxycyclohexyl)-6-(5-methyl-3,4-dihydro-2H-quinoxalin-1-yl)pyrido[2,3-d]pyrimidin-7-one